2-(methacryloyloxy)-ethylphosphorylcholine C(C(=C)C)(=O)OCCP(=O)=C(O)C[N+](C)(C)C